C1(=CC=CC=C1)P(C1=CC=CC=C1)(C1=CC=CC=C1)=[N+]=P(C1=CC=CC=C1)(C1=CC=CC=C1)C1=CC=CC=C1 bis(triphenylphosphineylidene)ammonium